BrC=1C=2N(C=CC1)C(=C(N2)C)C(\C=C\C2=CC(=CC=C2)[N+](=O)[O-])=O (E)-1-(8-bromo-2-methylimidazo[1,2-a]pyridin-3-yl)-3-(3-nitrophenyl)prop-2-en-1-one